5-methylpyridin-2-yl-methanesulfonamide CC=1C=CC(=NC1)CS(=O)(=O)N